N[C@@H]1[C@H]2C[C@@H]([C@@H](C1)O2)O |r| rac-(1R,2S,4R,5S)-5-amino-7-oxabicyclo[2.2.1]heptan-2-ol